ClC=1C=C(C=CC1)C(CN1C[C@H]([C@@H](C1)C)COC1=CC=C(C=C1)S(=O)(=O)C)O 1-(3-chlorophenyl)-2-[(3S,4S)-3-[(4-methanesulfonyl-phenoxy)methyl]-4-methylpyrrolidin-1-yl]ethan-1-ol